C(C1=CC=CC=C1)N1[C@@H]([C@H]1C(F)(F)F)C(=O)OCC ethyl (2S,3S)-1-benzyl-3-(trifluoromethyl)aziridine-2-carboxylate